C1(CCC1)CN1C[C@@H](CCC1)N1C(NC2=C1C=C(C(=C2)C=2C=C(C=1N(C2)N=CN1)OC)CC)=O (R)-1-(1-(cyclobutylmethyl)piperidin-3-yl)-6-ethyl-5-(8-methoxy-[1,2,4]triazolo[1,5-a]pyridin-6-yl)-1,3-dihydro-2H-benzo[d]imidazol-2-one